COCCN(CCCC(C(C)C)=O)C 6-((2-methoxyethyl)(methyl)amino)-2-methylhexan-3-one